(1r,3r)-3-(((tert-butoxycarbonyl)amino)methyl)cyclobutanecarboxylic acid C(C)(C)(C)OC(=O)NCC1CC(C1)C(=O)O